4-methylsulfonylbutane CS(=O)(=O)CCCC